ClCC(=O)N(CC1=CC=C(C=C1)C(F)(F)F)[C@@]1(CN(CC1)C(=O)OC(C)(C)C)C(=O)OC 1-(tert-butyl) 3-methyl (S)-3-(2-chloro-N-(4-(trifluoromethyl)benzyl) acetamido)pyrrolidine-1,3-dicarboxylate